BrC1=C(C=CC(=C1)\C=C\C=1SC2=C(N1)C=C(C(=C2)N(C)CCOCCF)C(C)C)O (E)-2-bromo-4-(2-(6-((2-(2-fluoroethoxy)ethyl)(methyl)amino)-5-isopropylbenzo[d]thiazol-2-yl)vinyl)phenol